NCC(=O)N[C@@H](CC(C)C)C(=O)N[C@@H](CCSC)C(=O)N glycyl-L-leucyl-L-methioninamide